4-(4-amino-6-iodo-7-methyl-7H-pyrrolo[2,3-d]pyrimidin-5-yl)-2-fluorophenyl 5-azaspiro[2.4]heptane-5-carboxylate C1CC12CN(CC2)C(=O)OC2=C(C=C(C=C2)C2=C(N(C=1N=CN=C(C12)N)C)I)F